glyoxylic acid hydrazone C(C=NN)(=O)O